8-chloro-1-(cyclopropylmethyl)-3,7-dimethyl-1H-purine-2,6(3H,7H)-dione ClC1=NC=2N(C(N(C(C2N1C)=O)CC1CC1)=O)C